C(C1=CC=CC=C1)NC=1C=2N(N=C(C1)N[C@@H](CO)CC)C(=NN2)C(C)C (2R)-2-[[8-(benzylamino)-3-isopropyl-[1,2,4]triazolo[4,3-b]pyridazin-6-yl]amino]butan-1-ol